ClC1=CC(=C(C=C1)C1(OC(C2=C(O1)C=CC=C2)N2C[C@@H](NCC2)C)C)F (3S)-1-(2-(4-chloro-2-fluorophenyl)-2-methylbenzo[d][1,3]dioxan-4-yl)-3-methylpiperazine